1-(benzo[d]oxazol-6-yl)-3-(m-tolyl)urea O1C=NC2=C1C=C(C=C2)NC(=O)NC=2C=C(C=CC2)C